1,4-bis(triacetoxysilyl)-2-butene C(C)(=O)O[Si](CC=CC[Si](OC(C)=O)(OC(C)=O)OC(C)=O)(OC(C)=O)OC(C)=O